N1(CCC1)C=1C=C(C=CC1)N1C(=C2C(N(N=CC2=C1C)C1=CC(=CC=C1)S(=O)(=O)C)=O)C 6-(3-(azetidin-1-yl)phenyl)-5,7-dimethyl-2-(3-(methylsulfonyl)phenyl)-2,6-dihydro-1H-pyrrolo[3,4-d]pyridazin-1-one